NC=1C2=C(N=CN1)N(C=C2)[C@@H]2C=C([C@H]([C@H]2O)O)CCC=2C=C(C(=C1CCNCC21)F)F (1S,2R,5R)-5-(4-amino-7H-pyrrolo[2,3-d]pyrimidin-7-yl)-3-(2-(5,6-difluoro-1,2,3,4-tetrahydroisoquinolin-8-yl)ethyl)cyclopent-3-ene-1,2-diol